[Pt].[Mo] MOLYBDENUM-PLATINUM